3-Hydroxy-3-(pyridin-4-yl)-3,4-dihydro-2,6-naphthyridin-1(2H)-one OC1(NC(C2=CC=NC=C2C1)=O)C1=CC=NC=C1